FC(C(O)C=1C=NC=CC1)(F)F 2,2,2-trifluoro-1-(pyridin-3-yl)ethan-1-ol